C1(=O)OCCCCCCCCCCCCCCCCCCCCCC1 docosanocarboxylic acid